N,N-dimethyl-N-dodecylamine oxide C[N+](CCCCCCCCCCCC)(C)[O-]